ClC1=CC(=C(C=N1)N)C(F)(F)F 6-chloro-4-(trifluoromethyl)pyridin-3-amine